ClC1=CC(=C(C=C1)C1=NC(=NC2=C1N=C(N(C2=O)C)C)N2CC(CC2)C=2C=NN(C2)C)F 8-(4-chloro-2-fluorophenyl)-2,3-dimethyl-6-[3-(1-methyl-1H-pyrazol-4-yl)pyrrolidin-1-yl]-3H,4H-pyrimido[5,4-d][1,3]diazin-4-one